benzyl (S)-1-chloro-3-((3-fluoro-5-methylbenzyl)amino)-4-oxo-4,6,7,8-tetrahydropyrrolo[1,2-a]pyrazine-6-carboxylate ClC1=C2N(C(C(=N1)NCC1=CC(=CC(=C1)C)F)=O)[C@@H](CC2)C(=O)OCC2=CC=CC=C2